BrC1=NN2C(N=CC=C2C(=O)NC2CC3=CC=CC=C3C2)=C1C#N 2-bromo-3-cyano-N-indan-2-yl-pyrazolo[1,5-a]pyrimidine-7-carboxamide